(1s,4s)-4-((2-chloro-5-(5-(oxetan-3-yloxy)pyrazin-2-yl)pyridin-4-yl)amino)-1-methylcyclohexan-1-ol ClC1=NC=C(C(=C1)NC1CCC(CC1)(O)C)C1=NC=C(N=C1)OC1COC1